C1(CCC1)N1C(=NC2=C1C=CC=C2)C=2N(OC(N2)(C(=O)OC)CC(=O)OC)C methyl 3-(1-cyclobutyl-1H-1,3-benzodiazol-2-yl)-5-(2-methoxy-2-oxoethyl)-2-methyl-2,5-dihydro-1,2,4-oxadiazole-5-carboxylate